C(#N)C1=CC=C(CC(C(=O)N(C)C2=CC=C(C=C2)O)CO)C=C1 2-(4-cyanobenzyl)-3-hydroxy-N-(4-hydroxyphenyl)-N-methylpropanamide